C1(CC1)C1=C(C(=O)OC)C=C(C(=C1)CN1CCC2(CC(N(C2)C2=CC=C(C=C2)CC(=O)NCCNC(=O)NC(CO)(CO)CO)=O)CC1)OCC methyl 2-cyclopropyl-4-((2-(4-(2-((2-(3-(1,3-dihydroxy-2-(hydroxymethyl)propan-2-yl)ureido)ethyl)amino)-2-oxoethyl)phenyl)-3-oxo-2,8-diazaspiro[4.5]decan-8-yl)methyl)-5-ethoxybenzoate